ClC1=NC(=NC(=N1)Cl)C=1C=CC2=C(SC3=C2C=CC=C3)C1 2,4-dichloro-6-(dibenzothiophen-3-yl)-1,3,5-triazine